C(C)(C)(C)OC(N[C@@H](CC1=CC=C(C=C1)C=1C=CC=2N(C1)C(=CN2)C#N)C#N)=O (S)-(1-cyano-2-(4-(3-cyanoimidazo[1,2-a]pyridin-6-yl)phenyl)ethyl)carbamic acid tert-butyl ester